OCC1=C(CN(C(OC(C)(C)C)=O)C)C=C(C=C1)[N+](=O)[O-] tert-butyl 2-(hydroxymethyl)-5-nitrobenzyl(methyl)carbamate